1-(1-(3-bromo-2,6-difluorophenyl)-3-methyl-1H-1,2,4-triazol-5-yl)-N-methylmethylamine BrC=1C(=C(C(=CC1)F)N1N=C(N=C1CNC)C)F